methyl [3-(4-bromophenyl)-5-(trifluoromethyl)-4H-1,2-oxazol-5-yl] carbonate C(OC)(OC1(CC(=NO1)C1=CC=C(C=C1)Br)C(F)(F)F)=O